(5-isopropyl-1-methylpyrazol-4-yl)methanone C(C)(C)C1=C(C=NN1C)C=O